acryloyloxybutyltrimethylammonium C(C=C)(=O)OCCCC[N+](C)(C)C